C(C)(C)(C)OC(=O)N1CCC(CC1)CN1CCC2(CN(C2)C2=NC=NC=C2OC2=C(C=C(C=C2)F)C(N(C(C)C)C(C)C)=O)CC1 4-((2-(5-(2-(diisopropylcarbamoyl)-4-fluorophenoxy)pyrimidin-4-yl)-2,7-Diazaspiro[3.5]nonan-7-yl)methyl)piperidine-1-carboxylic acid tert-butyl ester